CC1=CC=CC=C1NN.Cl o-tolylhydrazine hydrochloride